[6-(1,4-diazacycloheptan-1-yl)-3-pyridinyl]boronic acid N1(CCNCCC1)C1=CC=C(C=N1)B(O)O